ClC=1C=CC2=C(N=C(O2)C2CC3(CC(C3)NC(=O)C=3OC(=CC3)CCS(N)(=O)=O)C2)C1 N-[6-(5-chloro-1,3-benzoxazol-2-yl)spiro[3.3]heptan-2-yl]-5-(2-sulfamoylethyl)furan-2-carboxamide